ONCCC1=CC2=C(C=C1)OCO2 N-hydroxy-3,4-methylenedioxy-phenethylamine